N-[(1S)-3-(cyclopropylamino)-2,3-dioxo-1-[[(3S)-2-oxopyrrolidin-3-yl]methyl]propyl]-5-fluoro-2-[[1-(trifluoromethyl)cyclopropanecarbonyl]amino]benzamide C1(CC1)NC(C([C@H](C[C@H]1C(NCC1)=O)NC(C1=C(C=CC(=C1)F)NC(=O)C1(CC1)C(F)(F)F)=O)=O)=O